ON=C(C(=O)OC)C1=NN=CC2=CC=CC=C12 methyl 2-(hydroxyimino)-2-(phthalazin-1-yl)acetate